ClC1=CC(=C(C=C1)C1(CN(C2=C(OC1)C=CC=C2C2CCN(CC2)CC2=NC1=C(N2C[C@@H](O)CC)C=C(C=C1)C(=O)O)C)C)F 2-((4-(3-(4-chloro-2-fluorophenyl)-3,5-dimethyl-2,3,4,5-tetrahydrobenzo[b][1,4]oxazepin-6-yl)piperidin-1-yl)methyl)-1-(((S)-oxabutan-2-yl)methyl)-1H-benzo[d]imidazole-6-carboxylic acid